C(C)(C)(C1=CC=CC=C1)CC(=O)OC1=CCC(CC1)C(=C)C.C(C)(=O)OC methyl acetate (4-(prop-1-en-2-yl) cyclohex-1-en-1-yl) (cumyl acetate)